COC=1C=C2CC(C(NC2=CC1OC)=O)=O 6,7-dimethoxy-1,4-dihydro-2,3-quinolinedione